ClC=1C=CC(=C(CN(C(CCCCC)=O)CCC2=CC=C(C=C2)S(NCC#C)(=O)=O)C1)OC N-(5-chloro-2-methoxybenzyl)-N-(4-(N-(prop-2-yn-1-yl)sulfamoyl)phenethyl)hexan-amide